2-amino-5-(4-chlorophenyl)-6,7-dihydrothiazolo[5,4-c]pyridin-4(5H)-one NC=1SC=2C(N(CCC2N1)C1=CC=C(C=C1)Cl)=O